P(=O)(OP(=O)(O)O)(F)F difluorodiphosphoric acid